Cl.Cl.N[C@H](CC1=C(C2=NC(=CC(=C2S1)NCC=1SC=CC1)Cl)C1CC1)CC 2-[(2S)-2-aminobutyl]-5-chloro-3-cyclopropyl-N-[(thiophen-2-yl)methyl]thieno[3,2-b]pyridin-7-amine dihydrochloride